FC1=C(C=CC(=C1)C(F)(F)F)B(O)O (2-fluoro-4-(trifluoromethyl)phenyl)boronic acid